ClC=1C(=C(C=CC1F)N(C(OC1=C(C=C(C=C1C(F)(F)F)C(F)(F)F)N1C(N(CC1)CC(CN(C)C)O)=O)=O)C([2H])([2H])[2H])F 2-(3-(3-(dimethylamino)-2-hydroxypropyl)-2-oxoimidazolidin-1-yl)-4,6-bis(trifluoromethyl)phenyl (3-chloro-2,4-difluorophenyl)(methyl-d3)carbamate